N-(2,3-dichloro-4-hydroxyphenyl)-1-methylcyclohexanecarboxamide CC1(CCCCC1)C(=O)NC2=C(C(=C(C=C2)O)Cl)Cl